benzyl 4-[3-[(1R)-1-[[5-[(1R,5S)-8-(cyclopropylmethyl)-3,8-diazabicyclo[3.2.1]oct-3-yl]-2-methyl-benzoyl] amino] ethyl]-5-methoxy-phenyl]-1-methyl-pyrrole-2-carboxylate C1(CC1)CN1[C@H]2CN(C[C@@H]1CC2)C=2C=CC(=C(C(=O)N[C@H](C)C=1C=C(C=C(C1)OC)C=1C=C(N(C1)C)C(=O)OCC1=CC=CC=C1)C2)C